COC(=O)C=1C(C(=C(OC1C)N)C#N)C1=CC=C(C=C1)[N+](=O)[O-] 2-amino-3-cyano-4-(4-nitrophenyl)-6-methyl-4H-pyran-5-carboxylic acid methyl ester